FC1=CC=C(C=C1)[C@@H]1N(CCC2=CC=CC=C12)C(=O)NC12CC(C1)(C2)NC(OCCCC)=O butyl (S)-(3-(1-(4-fluorophenyl)-1,2,3,4-tetrahydroisoquinoline-2-carboxamido)bicyclo[1.1.1]pentan-1-yl)carbamate